N-(benzyloxycarbonyl)hydroxylamine C(C1=CC=CC=C1)OC(=O)NO